(S)-7-(3-((tert-butyldimethylsilyl)oxy)naphthalen-1-yl)-8-fluoro-2-((1-methylpyrrolidin-2-yl)methoxy)quinazolin-4-ol [Si](C)(C)(C(C)(C)C)OC=1C=C(C2=CC=CC=C2C1)C1=CC=C2C(=NC(=NC2=C1F)OC[C@H]1N(CCC1)C)O